3-((2-ethyl-4-difluoromethyl-1,1-dioxido-3-oxo-2,3-dihydrobenzo[d]isothiazol-5-yl)oxy)-5-fluorobenzonitrile C(C)N1S(C2=C(C1=O)C(=C(C=C2)OC=2C=C(C#N)C=C(C2)F)C(F)F)(=O)=O